FC1=NC(=CC(=C1)N(C=1SC(=C(N1)C(=O)N[C@H]1CCC12CCC2)C)C(=O)C2COC2)F 2-[(2,6-difluoro-4-pyridyl)-(oxetane-3-carbonyl)amino]-5-methyl-N-[(3S)-spiro[3.3]heptan-3-yl]-thiazole-4-carboxamide